CC(C)C1=C(C=C2C(=C1)C(=O)C[C@@H]3[C@@]2(CCC[C@]3(C)CO)O)O The molecule is a tricyclic diterpenoid isolated from the stem bark of Fraxinus sieboldiana. It has a role as a plant metabolite. It is a cyclic terpene ketone, a tricyclic diterpenoid and a member of phenols.